(1-(6-amino-1H-indazol-3-yl)silacyclobutan-3-yl)isopropanol NC1=CC=C2C(=NNC2=C1)[SiH]1CC(C1)C(C)(C)O